N1=C(SC2=C1C1=C(C=C2)OCC1)N1CN[C@@H]2[C@H]1CC[C@H]2O |r| rac-(3aR,4R,6aR)-1-(7,8-dihydrofuro[3,2-e][1,3]benzothiazol-2-yl)-4-hydroxyhexahydrocyclopenta[d]imidazol